ClC1=CC2=C(S1)[C@@]1(C[C@@H](N(CC1)CC=1C=NN(C1)CCS(=O)(=O)C)C)OC[C@]2(O)C(F)F (2'S,4S,7R)-2-chloro-4-(difluoromethyl)-2'-methyl-1'-[[1-(2-methylsulfonylethyl)pyrazol-4-yl]methyl]spiro[5H-thieno[2,3-c]pyran-7,4'-piperidine]-4-ol